tert-butyl 4-(5-fluoro-2-methoxy-1H-benzo[d]imidazol-6-yl)piperazine-1-carboxylate FC1=CC2=C(NC(=N2)OC)C=C1N1CCN(CC1)C(=O)OC(C)(C)C